2,4-dichloro-6-nitroquinazoline ClC1=NC2=CC=C(C=C2C(=N1)Cl)[N+](=O)[O-]